(S)-2-((3-(1-(6-(3-Carboxy-4-hydroxyphenyl)pyridin-3-yl)-2-oxo-1,2-dihydro-3H-imidazo[4,5-b]pyridin-3-yl)pyrrolidin-1-yl)methyl)isonicotinic Acid C(=O)(O)C=1C=C(C=CC1O)C1=CC=C(C=N1)N1C(N(C2=NC=CC=C21)[C@@H]2CN(CC2)CC=2C=C(C(=O)O)C=CN2)=O